1-dodecyl-azepan-2-one C(CCCCCCCCCCC)N1C(CCCCC1)=O